2-[2-(azetidin-3-yl)morpholin-4-yl]ethanol N1CC(C1)C1CN(CCO1)CCO